3-Benzyl-8-methyl-2-((4-nitrophenyl)sulfonyl)isoquinolin-1(2H)-one C(C1=CC=CC=C1)C=1N(C(C2=C(C=CC=C2C1)C)=O)S(=O)(=O)C1=CC=C(C=C1)[N+](=O)[O-]